tert-butyl 2-(5-((4-([1,1'-biphenyl]-3-yl)-5-chloropyrimidin-2-yl)amino)pyridin-3-yl)-1-oxo-2,8-diazaspiro[4.5]decane-8-carboxylate C1(=CC(=CC=C1)C1=NC(=NC=C1Cl)NC=1C=C(C=NC1)N1C(C2(CC1)CCN(CC2)C(=O)OC(C)(C)C)=O)C2=CC=CC=C2